(5'S,7a'R)-5'-(3,5-difluorophenyl)-3-(1-(5-fluoropyridin-2-yl)ethoxy)tetrahydro-3'H-spiro[cyclobutane-1,2'-pyrrolo[2,1-b]oxazol]-3'-one FC=1C=C(C=C(C1)F)[C@@H]1CC[C@H]2OC3(C(N21)=O)CC(C3)OC(C)C3=NC=C(C=C3)F